(2r,5s)-5-[2-(4-chloro-3-fluorophenoxy)acetamido]-N-[3-(trifluoromethoxy)cyclopentyl]piperidine-2-carboxamide ClC1=C(C=C(OCC(=O)N[C@H]2CC[C@@H](NC2)C(=O)NC2CC(CC2)OC(F)(F)F)C=C1)F